C1(CC1)C1=CC=CC=2N1C=C(N2)CO (5-Cyclopropylimidazo[1,2-a]pyridin-2-yl)methanol